C(C)(C)(C)C=1C=C(C(=O)OCCSCCCCCCCC)C=C(C1O)C(C)(C)C 2-(n-octylthio)ethyl 3,5-di-tert-butyl-4-hydroxy-benzoate